C(C)O[Si](CCCCCCCCCCN1NN=NC1=C1N=NN=N1)(OCC)OCC 1-[10-(triethoxysilyl)decyl]-5,5'-bi(1,2,3,4-tetrazole)